7-(4-fluorophenyl)-3-((4-hydroxypiperidin-4-yl)methyl)-3H-pyrrolo[2,3-d]pyrimidin-4(7H)-one Trifluoroacetic acid salt FC(C(=O)O)(F)F.FC1=CC=C(C=C1)N1C=CC2=C1N=CN(C2=O)CC2(CCNCC2)O